P(OCC1OCCC1)(F)F (oxolan-2-yl)methyl phosphorodifluoridoite